[(3aR,7aR)-2-[1-(2,2-difluoroethyl)-1H-pyrazolo[3,4-b]pyrazin-6-yl]-octahydro-1H-pyrrolo[3,4-c]pyridin-5-yl]-5-(trifluoromethyl)pyridine FC(CN1N=CC=2C1=NC(=CN2)N2C[C@@H]1CN(CC[C@H]1C2)C2=NC=C(C=C2)C(F)(F)F)F